(imino(methoxy)methyl)-2,4-dimethylbenzoic acid methyl ester hydrochloride Cl.COC(C1=C(C(=C(C=C1)C)C(OC)=N)C)=O